BrCCOCCOCCOCCOCCOCC(=O)OC(C)(C)C tert-butyl 2-[2-[2-[2-[2-(2-bromoethoxy)ethoxy]ethoxy]-ethoxy]ethoxy]acetate